CN(CCNC(=O)C=1N=C(OC1C1=C(C=CC=C1)[N+](=O)[O-])C1=CC=C(C=C1)F)C (2-(dimethylamino)ethyl)-2-(4-fluorophenyl)-5-(2-nitrophenyl)oxazole-4-carboxamide